4,4'-methylenebis(2-(neohexyl)cyclohexylamine) C(C1CC(C(CC1)N)CCC(C)(C)C)C1CC(C(CC1)N)CCC(C)(C)C